N-{(1R)-1-[3-(1-benzothiophen-3-yl)-phenyl]ethyl}-6,7-dimethoxy-2-methylquinazolin-4-amine S1C=C(C2=C1C=CC=C2)C=2C=C(C=CC2)[C@@H](C)NC2=NC(=NC1=CC(=C(C=C21)OC)OC)C